Tert-butyl 3-(1-chloro-8-{2-[ethyl(isopropyl)carbamoyl]-4-fluorophenyl}-3-methylimidazo[1,5-a]pyridin-6-yl)azetidine-1-carboxylate ClC=1N=C(N2C1C(=CC(=C2)C2CN(C2)C(=O)OC(C)(C)C)C2=C(C=C(C=C2)F)C(N(C(C)C)CC)=O)C